N-[(1S)-1-[[(3-amino-3-oxo-propyl)-(2-chlorobutyryl)amino]carbamoyl]-3-methyl-butyl]carbamic acid benzyl ester C(C1=CC=CC=C1)OC(N[C@@H](CC(C)C)C(NN(C(C(CC)Cl)=O)CCC(=O)N)=O)=O